N.O1C=CC=C1 furan ammonia salt